N,N-bis(methylphenyl)benzeneamine CC1=C(C=CC=C1)N(C1=CC=CC=C1)C1=C(C=CC=C1)C